3-(1-(4-fluorophenyl)-1H-pyrazol-4-yl)-8-methoxy-2-(trifluoromethyl)-4H-pyrido[1,2-a]pyrimidin-4-one FC1=CC=C(C=C1)N1N=CC(=C1)C1=C(N=C2N(C1=O)C=CC(=C2)OC)C(F)(F)F